NC=1C=CC=C2C(=CNC12)S(=O)(=O)OC1=C(C(=C(C(=C1F)F)F)F)F Perfluorophenyl 7-amino-1H-indole-3-sulfonate